BrC=1C=C(C=CC1)[C@@H](C)N1C(=CC=C1C)C 1-[(1R)-1-(3-bromophenyl)ethyl]-2,5-dimethyl-pyrrole